(+/-)-(1S,3S)-3-(4-(5-((3-benzyl-2-carbonylimidazol-1-yl)methyl)-1-methyl-1H-1,2,3-triazol-4-yl)phenoxy)cyclohexane-1-carboxylic acid C(C1=CC=CC=C1)N1C(N(C=C1)CC1=C(N=NN1C)C1=CC=C(O[C@@H]2C[C@H](CCC2)C(=O)O)C=C1)=C=O |r|